C(\C=C/C\C=C/C\C=C/CCCCCCCC)O (2Z,5Z,8Z)-heptadeca-2,5,8-triene-1-ol